methyl 1-(oxetan-3-yl)-2-oxo-1,2-dihydropyridine-3-carboxylate O1CC(C1)N1C(C(=CC=C1)C(=O)OC)=O